diisopropyl azodicarboxylate, tetrahydrate O.O.O.O.N(=NC(=O)OC(C)C)C(=O)OC(C)C